C1(CCCCC1)[C@H](C)OC1=C(C(=O)NC=2C=NC(=CC2C)OC)C=C(C(=C1)N1N=C2N(CCCC2)C1=O)F 2-[(1S)-1-cyclohexylethoxy]-5-fluoro-N-(6-methoxy-4-methylpyridin-3-yl)-4-(3-oxo-5,6,7,8-tetrahydro[1,2,4]triazolo[4,3-a]pyridin-2(3H)-yl)benzamide